N-[2,4-dimethyl-5-[[(1S)-1-(2-pyrimidin-2-yl-1,2,4-triazol-3-yl)ethyl]carbamoylamino]phenyl]-N-methyl-acetamide CC1=C(C=C(C(=C1)C)NC(N[C@@H](C)C=1N(N=CN1)C1=NC=CC=N1)=O)N(C(C)=O)C